FC=1C=C2C(=C(/C(/C2=C(C1)F)=C/C1=CC(=CC=C1)COC1=CC=CC=C1)C)CC(=O)O (Z)-2-(5,7-difluoro-2-methyl-1-(3-(phenoxymethyl)benzylidene)-1H-inden-3-yl)-acetic acid